C(#C)C1=CC=C2C(=N1)SC(=N2)N 5-ethynylthiazolo[5,4-b]pyridin-2-amine